CS(=O)(=O)CC1CN(C1)C=1C=CC(=C2C=C(N=CC12)NC1=NC(=NC=C1)N1C[C@@H]([C@H](CC1)O)C)C(C)C (3S,4S)-1-[4-({8-[3-(methanesulfonyl-methyl)azetidin-1-yl]-5-(propan-2-yl)isoquinolin-3-yl}amino)pyrimidin-2-yl]-3-methyl-piperidin-4-ol